C(C)(C)(C)OC(=O)NC(C(=O)O)CCN(CCCCC1=NC=2NCCCC2C=C1)CC(C)(C)O 2-(tert-butoxycarbonylamino)-4-[(2-hydroxy-2-methyl-propyl)-[4-(5,6,7,8-tetrahydro-1,8-naphthyridin-2-yl)butyl]amino]butanoic acid